O[C@@H](CNC(=O)C=1SC=C(N1)C=1C=C2C(=NC1)NC(=C2)C2=CC=C(C=C2)F)CO (S)-N-(2,3-Dihydroxypropyl)-4-(2-(4-fluorophenyl)-1H-pyrrolo[2,3-b]pyridin-5-yl)-thiazole-2-carboxamide